C(C)(C)C1=C(C2=CC=CC=C2C=C1)C#N 2-Isopropyl-1-naphthonitrile